CC(CO)(CO)NCCN1C=CC2=CC=C(C=C12)OCCC1=CC=C(C=C1)C 2-methyl-2-((2-(6-(4-methylphenylethoxy)-1H-indol-1-yl)ethyl)amino)propane-1,3-diol